FC=1C=2N(C=CC1)N=C(C2)[C@@H]2N(CCC1=C2N=CN1)C=1N=CC(=NC1)C(O)C1=CC=CC=C1 (5-((R)-4-(4-fluoropyrazolo[1,5-a]pyridin-2-yl)-1,4,6,7-tetrahydro-5H-imidazo[4,5-c]pyridin-5-yl)pyrazin-2-yl)(phenyl)methanol